(S)-3-(2-bromophenyl)-2-((t-butoxycarbonyl)amino)propionic acid BrC1=C(C=CC=C1)C[C@@H](C(=O)O)NC(=O)OC(C)(C)C